FC(C1(CC1)C1=CC=C(C=C1)C1=CC(=C2C=NC(=NN21)N[C@H]2[C@@H](COCC2)O)F)F (3S,4R)-4-((7-(4-(1-(difluoromethyl)cyclopropyl)phenyl)-5-fluoropyrrolo[2,1-f][1,2,4]triazin-2-yl)amino)tetrahydro-2H-pyran-3-ol